ClC1=C(C=C2C=C(N=CC2=C1)NC(=O)[C@@H]1CC12CCOCC2)[C@@H]2[C@H](CN(CC2)C2(COCC2O)C)F (1R)-N-(7-chloro-6-((3R,4R)-3-fluoro-1-(4-hydroxy-3-methyltetrahydrofuran-3-yl)piperidin-4-yl)isoquinolin-3-yl)-6-oxaspiro[2.5]octane-1-carboxamide